7-chloro-1-(pyridin-4-yl)quinazolin-2,4(1h,3h)-dione ClC1=CC=C2C(NC(N(C2=C1)C1=CC=NC=C1)=O)=O